NC1=NC=NN2C1=C(C=C2C2=C(C(=NC=C2)OC)C(=O)N[C@@H]2CN(C[C@@H]2F)C(=O)C2=NC=CC=C2F)CN2CCC(CC2)(F)F 4-amino-5-[(4,4-difluoropiperidin-1-yl)methyl]pyrrolo[2,1-f][1,2,4]triazin-7-yl-N-[(3R,4S)-4-fluoro-1-(3-fluoropyridine-2-carbonyl)pyrrolidin-3-yl]-2-methoxypyridine-3-carboxamide